2-hydroxyethyl-2-methyl-2-pyrrolidone OCCC=1C([C-](NC1)C)=O